(R)-N-((S)-2-(4-amino-5-iodo-1-methyl-6-oxo-1,6-dihydropyrimidin-2-yl)-2,3,4,5-tetrahydro-1H-benzo[c]azepin-5-yl)-2-methylpropane-2-sulfinamide NC=1N=C(N(C(C1I)=O)C)N1CC2=C([C@H](CC1)N[S@](=O)C(C)(C)C)C=CC=C2